CNC=1NC(C=2[N+](=CN([C@H]3[C@H](O)[C@H](O)[C@@H](CO)O3)C2N1)C)=O N2,N7-dimethyl-guanosine